FC1=CC=CC2=C1C=CC=1C=3C=CC=CC3NC21 4-fluorobenzocarbazole